CN(CC(=O)N1CC(C1)CC=1C=C2C(=C(NC2=CC1)C=1C=C(C=2N(C1)N=CN2)OC)C(C)C)C 2-(dimethylamino)-1-(3-((3-isopropyl-2-(8-methoxy-[1,2,4]triazolo[1,5-a]pyridin-6-yl)-1H-indol-5-yl)methyl)azetidin-1-yl)ethan-1-one